(S)-5-((1-(3-(4-(5-Chlorothiazol-2-yl)piperazin-1-yl)-3-oxopropoxy)propan-2-yl)oxy)-4-(trifluoromethyl)pyridazin-3(2H)-one ClC1=CN=C(S1)N1CCN(CC1)C(CCOC[C@H](C)OC1=C(C(NN=C1)=O)C(F)(F)F)=O